diethyl 2-phenylpropanedioate C1(=CC=CC=C1)C(C(=O)OCC)C(=O)OCC